Cl.Cl.CN1CCC(CC1)C(=O)N 1-methylpiperidine-4-carboxamide dihydrochloride